OC1=C(C=CC=C1)C=CC1=CC=CC=C1 3-trans-hydroxystilbene